C(CC=C)N1C(C2=C(C(=C1)C1=CC(=CC=3N(C=NC31)C)C(=O)O)C=CN2)=O 4-(6-(but-3-en-1-yl)-7-oxo-6,7-dihydro-1H-pyrrolo[2,3-c]pyridin-4-yl)-1-methyl-1H-benzo[d]imidazole-6-carboxylic acid